2,6-diisopropyl-N-(pyridin-2-ylmethylene)aniline C(C)(C)C1=C(N=CC2=NC=CC=C2)C(=CC=C1)C(C)C